((2R,3R,4R,5R)-4-acetoxy-5-(4,6-dichloro-1H-pyrazolo[3,4-d]pyrimidin-1-yl)-3-hydroxy-3-(prop-1-yn-1-yl)tetrahydrofurane-2-yl)benzoic acid methyl ester COC(C1=C(C=CC=C1)[C@H]1O[C@H]([C@@H]([C@]1(C#CC)O)OC(C)=O)N1N=CC=2C1=NC(=NC2Cl)Cl)=O